CCCCCCCCC(CCCCCCCC)OC(CCCCN(CCCCCCCCCCCCCCC(=O)OCCCCC)CCO)=O Pentyl 15-((5-(heptadecan-9-yloxy)-5-oxopentyl)(2-hydroxyethyl)amino)pentadecanoate